Biphenyl pyridine salt N1=CC=CC=C1.C1(=CC=CC=C1)C1=CC=CC=C1